2-(benzyloxy)-12-chloro-6-methyl-6,7-dihydro-7,14-methanopyrido[3,2-c]pyrido[1',2':1,5]pyrazolo[4,3-f]azocin-5(14H)-one C(C1=CC=CC=C1)OC=1C=CC=2C(N(C3C=4C(C(C2N1)C3)=C3N(N4)C=CC(=C3)Cl)C)=O